N-benzyl-glycine methyl-(2S)-5-amino-6-(benzylamino)-2-methyl-1,2,3,4-tetrahydronaphthalene-1-carboxylate CC1([C@H](CCC2=C(C(=CC=C12)NCC1=CC=CC=C1)N)C)C(=O)O.C(C1=CC=CC=C1)NCC(=O)O